C(C)(C)(C)OCCO.[K] potassium 2-tert-butoxyethanol